C[C@@H]1CN(CCN1)C=O (3(R)-methyl-piperazin-1-yl)-methanone